Tri(3-methyl-3-heptyl)citrat CC(CC)(CCCC)C(C(C(C(=O)[O-])(C(CC)(CCCC)C)C(CC)(CCCC)C)(O)C(=O)[O-])C(=O)[O-]